NC=1C(=NC(=C(N1)C=1OC=CN1)C=1C=CC=2N(C1)C(=CN2)C)C(=O)NCCC#N 3-amino-N-(2-cyanoethyl)-6-(3-methyl-imidazo[1,2-a]pyridin-6-yl)-5-(oxazol-2-yl)pyrazine-2-carboxamide